ethyl (3S)-3-amino-3-[4-fluoro-2'-hydroxy-6'-methyl-4',5-bis(trifluoromethyl)-[1,1'-biphenyl]-3-yl]propanoate N[C@@H](CC(=O)OCC)C=1C=C(C=C(C1F)C(F)(F)F)C1=C(C=C(C=C1C)C(F)(F)F)O